N1=CC=NC2=CC(=CC=C12)C(C)N1CCN(CC1)C1=NC=C(C(=O)O)C=C1 6-(4-(1-(quinoxalin-6-yl)ethyl)piperazin-1-yl)nicotinic acid